COC1=CC=C(C=C1)C(C=1C(=NC2=CC=CC=C2C1)O)C1=CC=C(C=C1)OC 3-(bis(4-methoxyphenyl)methyl)quinolin-2-ol